C1(CCCCC1)[C@H](C)OC1=C(C(=O)NC2=C(C=C(C=C2)C(F)(F)F)C)C=C(C(=C1)N1N=C2N(CCCC2)C1=O)F 2-[(1S)-1-cyclohexylethoxy]-5-fluoro-N-[2-methyl-4-(trifluoromethyl)phenyl]-4-(3-oxo-5,6,7,8-tetrahydro[1,2,4]triazolo[4,3-a]pyridin-2(3H)-yl)benzamide